F[C@@H]1CN(CC[C@@H]1NC1=NC=C(C(=N1)C1=CC2=C(CNC2=O)S1)C(F)(F)F)S(=O)(=O)C 2-(2-(((3R,4S)-3-fluoro-1-(methylsulfonyl)piperidin-4-yl)amino)-5-(trifluoro-methyl)pyrimidin-4-yl)-5,6-dihydro-4H-thieno[2,3-c]pyrrol-4-one